C(C)(C)(C)OCCOC=1C=C(C=C(C1)OC)NC(C(=O)O)C1=CC=C(C=C1)Cl 2-((3-(2-(tert-butoxy)ethoxy)-5-methoxyphenyl)amino)-2-(4-chlorophenyl)acetic acid